COC1=CC=C(C=C1)CN1C(C(CCC1=O)N1C(N(C2=C1C=CC=C2[C@@H]2CC(N(CC2)C(=O)OC(C)(C)C)(C)C)C)=O)=O tert-butyl (4S)-4-[1-[1-[(4-methoxyphenyl)methyl]-2,6-dioxo-3-piperidyl]-3-methyl-2-oxo-benzimidazol-4-yl]-2,2-dimethyl-piperidine-1-carboxylate